N1(CCCC2=NC=CC=C12)C1=NNC2=NC(=CN=C21)N2CC1C(C1CC2)(C2=NOC(=C2)C)CN (3-(3-(3,4-dihydro-1,5-naphthyridin-1(2H)-yl)-1H-pyrazolo[3,4-b]pyrazin-6-yl)-7-(5-methylisoxazol-3-yl)-3-azabicyclo[4.1.0]heptan-7-yl)methanamine